[Sb]=S.[Zn].[Pb] lead-zinc-antimony sulfide